N-(4-(benzyloxy)-2-methylphenyl)-4-chloro-1-(1-pivaloylpiperidin-4-yl)-1H-pyrazole-5-carboxamide C(C1=CC=CC=C1)OC1=CC(=C(C=C1)NC(=O)C1=C(C=NN1C1CCN(CC1)C(C(C)(C)C)=O)Cl)C